N1(C=NC=C1)C1=NC(=CC(=C1)C1=CC=C(C=O)C=C1)N1C=NC=C1 4-(2,6-di(1H-imidazol-1-yl)pyridin-4-yl)benzaldehyde